C(C)(C)(C)N(C(O)=O)CC1=CC=C(C=C1)CNC1=C(C=CC=C1)N.O=C1NC2=C(N1CC1=CC=C(CNC(OC(C)(C)C)=O)C=C1)C=CC=C2 tert-butyl (4-((2-oxo-2,3-dihydro-1H-benzo[d]imidazol-1-yl)methyl)benzyl)carbamate Tert-butyl-(4-(((2-aminophenyl)amino)methyl)benzyl)carbamate